FC1(CCC(CC1)[C@@H](C(=O)NC=1C(=NN(C1)C(C)C1=CC=NNC1=O)F)NC(=O)C1=NON=C1C)F N-[(1S)-1-(4,4-difluorocyclohexyl)-2-[[3-fluoro-1-[1-(6-oxo-1H-pyridazin-5-yl)ethyl]pyrazol-4-yl]amino]-2-oxo-ethyl]-4-methyl-1,2,5-oxadiazole-3-carboxamide